2-PROPYLACRYLIC ACID C(CC)C(C(=O)O)=C